5-methyl-2-(prop-1-en-2-yl)cyclohexan-1-ol CC1CCC(C(C1)O)C(=C)C